O=C(C(=O)O)CCCCC(=O)O alpha-ketopimelic acid